2-((6-hydroxy-5'-methyl-4-pentyl-1',2',3',4'-tetrahydro-[1,1'-biphenyl]-2-yl)oxy)propan-2-yl dimethyl phosphate P(=O)(OC(C)(C)OC1=C(C(=CC(=C1)CCCCC)O)C1CCCC(=C1)C)(OC)OC